C(C1=CC=CC=C1)OC(CCCC1CN(C1)C1=CC2=C(N(C(N2C)=O)C(C(=O)O)CCC(N)=O)C=C1)=O 2-(5-[3-[4-(Benzyloxy)-4-oxobutyl]azetidin-1-yl]-3-methyl-2-oxo-1,3-benzodiazol-1-yl)-4-carbamoylbutanoic acid